C(C)N1N=C(C=C1C=1N=CC2=C(NC3=C(C=C(C=C23)C(=O)N)OCCC2CCNCC2)N1)C 2-(1-ethyl-3-methyl-1H-pyrazol-5-yl)-8-(2-(piperidin-4-yl)ethoxy)-9H-pyrimido[4,5-b]indole-6-carboxamide